CC1=C(OC2=CC3=C(N(N=N3)C)C=C2)C=CC(=C1C)[N+](=O)[O-] 5-(2,3-dimethyl-4-nitro-phenoxy)-1-methyl-benzotriazole